CC(=O)N[C@@H]1[C@H]([C@@H]([C@H](O[C@H]1O)COS(=O)(=O)O)O[C@H]2[C@@H]([C@H]([C@H]([C@H](O2)COS(=O)(=O)O)O)OS(=O)(=O)O)O)O The molecule is an amino disaccharide that consists of 6-O-sulfo-N-acetyl-beta-D-glucosamine having a 3,6-di-O-sulfo-beta-D-galactosyl residue attached at position 4. It has a role as an epitope. It is an amino disaccharide and an oligosaccharide sulfate.